FC1=C(C(=CC(=C1)OC)F)[C@H]1[C@@H](C(NC1)=O)NC(=O)NC1=CC(=NS1)C |o1:10,11| (-)-1-[(3S*,4R*)-4-(2,6-difluoro-4-methoxy-phenyl)-2-oxo-pyrrolidin-3-yl]-3-(3-methyl-isothiazol-5-yl)urea